3-(2-amino-6-ethynylpyrimidin-4-yl)-2-methylBenzonitrile NC1=NC(=CC(=N1)C=1C(=C(C#N)C=CC1)C)C#C